N-[4-(2,4-difluorophenoxy)-3-[1-methyl-6-oxo-5-(2,2,2-trifluoroethoxy)pyridin-3-yl]phenyl]ethanesulfonamide titanium [Ti].FC1=C(OC2=C(C=C(C=C2)NS(=O)(=O)CC)C2=CN(C(C(=C2)OCC(F)(F)F)=O)C)C=CC(=C1)F